1-(1-(3-fluorobenzyl)-6-(4-methoxy-5H-pyrrolo[3,2-d]pyrimidin-5-yl)-1H-imidazo[4,5-b]pyridin-2-yl)ethanol FC=1C=C(CN2C(=NC3=NC=C(C=C32)N3C=CC=2N=CN=C(C23)OC)C(C)O)C=CC1